BrC=1C(=C(OC=2C=C3C(N(C=NC3=CC2)C2=CC=C(C=C2)N2CCN(CC2)C(=O)OC(C)(C)C)=O)C(=CC1)F)F tert-butyl 4-{4-[6-(3-bromo-2,6-difluorophenoxy)-4-oxoquinazolin-3-yl]phenyl}piperazine-1-carboxylate